(3S)-3-[8-(4-oxocyclohexyl)-2,3-dihydro-1,4-benzoxazin-4-yl]piperidine-2,6-dione O=C1CCC(CC1)C1=CC=CC=2N(CCOC21)[C@@H]2C(NC(CC2)=O)=O